3,4,5-trimethyloxazoline-2-carboxylate CN1C(OC(=C1C)C)C(=O)[O-]